Thiodiethylen glycol C(CSCCO)O